O1NCC=2C=NC=CC21 dihydroisoxazolo[4,5-c]pyridine